C(CCC)C(C(=O)OCCCCO)CCCCCC hydroxybutyl 2-butyloctanoate